C1(=CC=CC=C1)C1=NN2C(C=CC(=C2)C(=O)OC)=N1 Methyl 2-phenyl-[1,2,4]triazolo[1,5-a]pyridine-6-carboxylate